methyl 4-tert-butyl-2-(4,4-difluorocyclohexyl)benzoate C(C)(C)(C)C1=CC(=C(C(=O)OC)C=C1)C1CCC(CC1)(F)F